N-octadecenyl-2-formyl-3-(4-methoxybenzyloxy)-pyridin-4-one C(=CCCCCCCCCCCCCCCCC)N1C(=C(C(C=C1)=O)OCC1=CC=C(C=C1)OC)C=O